2-chloro-4,6-di(N-butyl-2,2,6,6-tetramethyl-4-piperidylamino)-1,3,5-triazine ClC1=NC(=NC(=N1)N(CCCC)C1CC(NC(C1)(C)C)(C)C)N(CCCC)C1CC(NC(C1)(C)C)(C)C